diethyl (5-phenyl-1H-indole-2-carbonyl)glycyl-L-alanyl-D-glutamate C1(=CC=CC=C1)C=1C=C2C=C(NC2=CC1)C(=O)NCC(=O)N[C@@H](C)C(=O)N[C@H](CCC(=O)OCC)C(=O)OCC